C1(CCCC1)N1C(C(=CC2=C1N=C(N=C2)NC2=CC=C1CCN(C(C1=C2)=O)CCN(C)C)C#N)=O 8-cyclopentyl-2-((2-(2-(dimethylamino)ethyl)-1-oxo-1,2,3,4-tetrahydroisoquinolin-7-yl)amino)-7-oxo-7,8-dihydropyrido[2,3-d]pyrimidine-6-carbonitrile